1,2,4-dithiazolium S1SC[NH+]=C1